CN1N=C(C=C1C=1C=2N(C(=NC1)N(C(OC(C)(C)C)=O)CC1=C(C=CC3=C1CCO3)F)C=C(N2)COC)C tert-butyl (8-(1,3-dimethyl-1H-pyrazol-5-yl)-2-(methoxymethyl)imidazo[1,2-c]pyrimidin-5-yl)((5-fluoro-2,3-dihydrobenzofuran-4-yl)methyl)carbamate